Ethyl 2-(4-((4-(5-methoxypyridin-2-yl) piperazin-1-yl) methyl)-2,6-dimethylphenoxy)-2-methylpropionate COC=1C=CC(=NC1)N1CCN(CC1)CC1=CC(=C(OC(C(=O)OCC)(C)C)C(=C1)C)C